N-(benzofuran-6-ylmethyl)-4,4-difluorocyclohexan-1-amine O1C=CC2=C1C=C(C=C2)CNC2CCC(CC2)(F)F